CC1=CC=C(C=C1)OO[SH4]N1C=C(C=2C1=NC=C(C2)C2=CC=C(C=C2)O)C=2N(N=CC2)C 4-{1-[(4-Methylphenyl)dioxy-lambda6-thio]-3-(2-methylpyrazol-3-yl)pyrrolo[2,3-b]pyridin-5-yl}phenol